BrC=1C(=NC(=NC1)Cl)N[C@H]1[C@@](CCC1)(O)C |r| (±)-(1R,2R)-2-[(5-bromo-2-chloropyrimidin-4-yl)amino]-1-methylcyclopentanol